iodo-N-methyl-N-(3-methyl-4-((1-methyl-1H-benzimidazol-5-yl)oxy)phenyl)pyrimidin-4-amine IC1=NC=CC(=N1)N(C1=CC(=C(C=C1)OC1=CC2=C(N(C=N2)C)C=C1)C)C